hexa-hydroterephthalic acid C(C1CCC(C(=O)O)CC1)(=O)O